NC1=NC=CC(=C1OC)C=1N=CC(=NC1)C(=O)N(C)C 5-(2-amino-3-methoxypyridin-4-yl)-N,N-dimethylpyrazine-2-carboxamide